OC1=CC=C(C=C1)C(C)(C)C1=CC(=CC=C1)C(C)(C)C1=CC=C(C=C1)O 1,3-bis[2-(4-hydroxyphenyl)2-propyl]benzene